Cl.C1(CC1)S(=O)(=O)NC1=NC(=NC=C1)C1(CCNCC1)C(=O)NC1=NC=C(C=C1)C1=NC(=CN=C1)OCC 4-(4-(cyclopropanesulfonylamino)pyrimidin-2-yl)-N-(5-(6-ethoxypyrazin-2-yl)pyridin-2-yl)piperidine-4-carboxamide hydrochloride